FC(C(=O)N[C@@H]1[C@H](N(C(C1)=O)C=1C=C2C=NN(C2=CC1)CC1=CC(=CC=C1)F)C1=CC=C(C=C1)F)(C)F |r| 2,2-difluoro-N-[rac-(2R,3S)-2-(4-fluorophenyl)-1-[1-[(3-fluorophenyl)methyl]indazol-5-yl]-5-oxo-pyrrolidin-3-yl]propanamide